2-((3,3-dimethylpyrrolidin-1-yl)methyl)-7-(5-fluoro-2-(((3S,4R)-3-hydroxytetrahydro-2H-pyran-4-yl)amino)pyrimidin-4-yl)-1-isopropylquinolin-4(1H)-one CC1(CN(CC1)CC=1N(C2=CC(=CC=C2C(C1)=O)C1=NC(=NC=C1F)N[C@H]1[C@@H](COCC1)O)C(C)C)C